3-(4-Chlorophenyl)1-(2-methyl-1-phenylpropan-2-yl)urea ClC1=CC=C(C=C1)NC(NC(CC1=CC=CC=C1)(C)C)=O